COC(C1=C(C=C(C=C1\C=C\C1CCN(CC1)C(C1=CC=C(C=C1)OC)=O)OC)OC)=O (E)-2,4-dimethoxy-6-{2-[1-(4-methoxybenzoyl)piperidin-4-yl]vinyl}benzoic acid methyl ester